4-amino-1-[4-[4-(4-benzyl-6-chloro-2-pyridyl)piperazin-1-yl]sulfonylphenyl]pyrrolidin-2-one NC1CC(N(C1)C1=CC=C(C=C1)S(=O)(=O)N1CCN(CC1)C1=NC(=CC(=C1)CC1=CC=CC=C1)Cl)=O